C(C)(C)(C)[C@@]1(N(C[C@H](C(C1)O)C)C(=O)OC[C@H](C1=CC=C(C=C1)Br)N)C1=CC(=CC=C1)Br |&1:4,7| (S)-2-amino-2-(4-bromophenyl)ethan-1-ol tert-butyl-rac-(2R,5R)-2-(3-bromophenyl)-4-hydroxy-5-methyl-piperidine-1-carboxylate